5-bromo-N-(3-fluoro-5-methanesulfonylphenyl)thiophene-3-carboxamide BrC1=CC(=CS1)C(=O)NC1=CC(=CC(=C1)S(=O)(=O)C)F